10-((2-(Allyloxy)-3-(tert-butyl)-5-methylphenyl)dipropylsilyl)-5,8-dimethyl-5,10-dihydroindeno[1,2-b]indole C(C=C)OC1=C(C=C(C=C1C(C)(C)C)C)[Si](C1C2=CC=CC=C2C=2N(C=3C=CC(=CC3C21)C)C)(CCC)CCC